ClC=1C=C(C=CC1Cl)N1CC2C(C2C1)COC=1N=NNC1C(=O)O 4-((3-(3,4-dichlorophenyl)-3-azabicyclo[3.1.0]hexan-6-yl)methoxy)-1H-1,2,3-triazole-5-carboxylic acid